(R)-2-(1H-imidazol-1-yl)-6-methyl-N-(tetrahydro-2H-pyran-3-yl)pyrimidine-4-carboxamide N1(C=NC=C1)C1=NC(=CC(=N1)C(=O)N[C@H]1COCCC1)C